ClC=1C(=CC(=NC1)OC)C1=CC(=NN1)C(=O)N1CCC(CC1)C(=O)NC1C2CC3CC(CC1C3)C2 1-[5-(5-chloro-2-methoxypyridin-4-yl)-1H-pyrazole-3-carbonyl]-N-[(1r,3r,5r,7r)-adamantan-2-yl]piperidine-4-carboxamide